CC1=NN=C(N=N1)C1=CC=C(C=C1)CC(=O)ON1C(CCC1=O)=O (2,5-dioxopyrrolidin-1-yl) 2-[4-(6-methyl-1,2,4,5-tetrazin-3-yl)phenyl]acetate